CC(C)[C@@H]1CC=C(CC1)CS(=O)(=O)[O-].[Na+] sodium [(4S)-4-(propan-2-yl)cyclohex-1-en-1-yl]methanesulfonate